5-(4-((3-ethyl-2-oxo-4-thioxo-1,2,3,4-tetrahydroquinazolin-7-yl)methyl)-4-fluoropiperidin-1-yl)-N,6-dimethylpicolinamide C(C)N1C(NC2=CC(=CC=C2C1=S)CC1(CCN(CC1)C=1C=CC(=NC1C)C(=O)NC)F)=O